NC1=CC(=NC=C1[N+](=O)[O-])Cl 4-amino-5-nitro-2-chloropyridine